5-Methyl-2-(1-methyl-1H-imidazol-2-yl)pyrrolo[2,1-f][1,2,4]triazin-4-amine trifluoroacetic acid salt FC(C(=O)O)(F)F.CC=1C=CN2N=C(N=C(C21)N)C=2N(C=CN2)C